IBr monoiodo bromide